1-(4-fluorophenyl)-5-(7-((1-propyl-1H-pyrazol-4-yl)sulfonyl)-4,7-diazaspiro[2.5]octane-4-yl)-1H-indazole FC1=CC=C(C=C1)N1N=CC2=CC(=CC=C12)N1C2(CC2)CN(CC1)S(=O)(=O)C=1C=NN(C1)CCC